(epoxypropoxypropyl)methyl-diethoxysilane C(CC)OC1C(C[Si](OCC)(OCC)C)O1